NC1=C2C(=NC=N1)N(N=C2C2=NOC(=C2C2=NC=C(C=N2)C2CCN(CC2)C(=O)OCC(=O)O)C2CC2)C2CC2 2-[4-[2-[3-(4-amino-1-cyclopropyl-pyrazolo[3,4-d]pyrimidin-3-yl)-5-cyclopropyl-isoxazol-4-yl]pyrimidin-5-yl]piperidine-1-carbonyl]oxyacetic acid